FC=1C(=NNC1)C(=O)Cl 4-Fluoro-1H-pyrazole-3-carbonyl chloride